3-(5-chloro-6-piperazin-1-yl-3-pyridyl)prop-2-yn-1-amine ClC=1C=C(C=NC1N1CCNCC1)C#CCN